[Si](C1=CC=CC=C1)(C1=CC=CC=C1)(C(C)(C)C)OC[C@@]12CCCN2C[C@H](C1)C=C(F)F (2R,7aR)-7a-(((tert-butyldiphenylsilyl)oxy)methyl)-2-(2,2-difluorovinyl)hexahydro-1H-pyrrolizine